tert-butyl 2-methyl-1-oxo-3-phenyl-2,3-dihydro-cyclopenta[b]indole-4(1H)-carboxylate CC1C(C2=C(N(C=3C=CC=CC23)C(=O)OC(C)(C)C)C1C1=CC=CC=C1)=O